4-(4-amino-3-fluoro-phenoxy)-pyridine NC1=C(C=C(OC2=CC=NC=C2)C=C1)F